FC1=C(OC2=NC=CC=C2C(=O)N)C=CC(=C1)CC(=O)NC=1SC(=C(N1)C1=CC=NC=C1)C 2-(2-fluoro-4-(2-((5-methyl-4-(pyridin-4-yl)thiazol-2-yl)amino)-2-oxoethyl)phenoxy)pyridine-3-carboxamide